ClC=1C=C(C(=NC1)C(C)NC(C1=CC(=CC(=C1)OC[C@@H]1COCC1)C=1SC(=CN1)C)=O)F N-[1-(5-Chloro-3-fluoropyridin-2-yl)ethyl]-3-(5-methyl-1,3-thiazol-2-yl)-5-[(3S)-tetrahydrofuran-3-ylmethoxy]benzamide